C(CCC)NCCC(=O)O N-butyl-β-alanine